C[C@@H]1CN(C[C@@H](N1C=1N=CC2=C(N1)C(=NN2)C=2C=NC(=CC2)N2C[C@H](NCC2)C)C)C(=O)OC Methyl (3R,5S)-3,5-dimethyl-4-(3-(6-((R)-3-methylpiperazin-1-yl)pyridin-3-yl)-1H-pyrazolo[4,3-d]pyrimidin-5-yl)piperazine-1-carboxylate